(((2R,4S)-1-acetyl-4-(3-(cyclopropylmethoxy)-4-(difluoromethoxy) phenyl) pyrrolidine-2-carbonyloxy) methyl) pyridinecarboxylate N1=C(C=CC=C1)C(=O)OCOC(=O)[C@@H]1N(C[C@@H](C1)C1=CC(=C(C=C1)OC(F)F)OCC1CC1)C(C)=O